4-methyl-1H-pyrrolo[2,3-b]pyridin CC1=C2C(=NC=C1)NC=C2